2-Amino-N-(5-methyl-1H-indazol-4-yl)thiazole-5-carboxamide NC=1SC(=CN1)C(=O)NC1=C2C=NNC2=CC=C1C